C(C1=CC=CC=C1)OCCCOC=1C(=NC=C(C1)C1=NN(C2=CN=C(C=C21)Br)S(=O)(=O)C2=CC=C(C)C=C2)N2CCOCC2 4-(3-(3-(benzyloxy)propoxy)-5-(5-bromo-1-tosyl-1H-pyrazolo[3,4-c]pyridin-3-yl)pyridin-2-yl)morpholine